CSC1=CC=C(CNC(=O)C2NCCN(C2)C=2C=3C(N=CN2)=NN(C3)C3=CC=C(C=C3)C(F)(F)F)C=C1 N-(4-(methylthio)benzyl)-4-(2-(4-(trifluoromethyl)phenyl)-2H-pyrazolo[3,4-d]pyrimidin-4-yl)piperazine-2-carboxamide